tert-butyl ((S)-1-((2S,4R)-2-(((R)-1-(4-ethynylphenyl)-2-methoxyethyl)carbamoyl)-4-hydroxypyrrolidin-1-yl)-3,3-dimethyl-1-oxobutan-2-yl)carbamate C(#C)C1=CC=C(C=C1)[C@H](COC)NC(=O)[C@H]1N(C[C@@H](C1)O)C([C@H](C(C)(C)C)NC(OC(C)(C)C)=O)=O